5-octylidene diisocyanate CCCCC(CCC)(N=C=O)N=C=O